4-methyl-6'-(trifluoromethyl)[2,4'-bipyridine]-4,5,6-triamine CC1(CC(=NC(=C1N)N)C1=CC=NC(=C1)C(F)(F)F)N